C(C1=CC=CC=C1)[C@@]1([C@@H](C[C@@H](O)O[C@@H]1C(O)CC1=CC=CC=C1)OC(C(CCC)CCC)=O)O 4,6-Di-Benzyl-3-O-Valproyl-2-Deoxy-α-D-Glucopyranose